CNC(=O)C1=C(C=C(N1)C(=O)OCC)O[C@H](C)C1=CC=CC=C1 |r| Racemic-ethyl 5-(methylcarbamoyl)-4-(1-phenylethoxy)-1H-pyrrole-2-carboxylate